OCC(C)(C)NC1=NC(=C(C(=O)NC2=CC(=CC=C2)C2=NC(=NO2)C)C=C1)N1CCC2(CC2)CC1 6-((1-hydroxy-2-methylpropan-2-yl)amino)-N-(3-(3-methyl-1,2,4-oxadiazol-5-yl)phenyl)-2-(6-azaspiro[2.5]oct-6-yl)nicotinamide